FC1=C(N=CC2=C1N=C(N=C2N2CCC(CC2)C(=O)OC=2C=NC=CC2)OCC21CCCN1CCC2)C2=CC=CC1=CC=CC(=C21)F pyridin-3-yl 1-(8-fluoro-7-(8-fluoronaphthalen-1-yl)-2-((tetrahydro-1H-pyrrolizin-7a(5H)-yl)methoxy)pyrido[4,3-d]pyrimidin-4-yl)piperidine-4-carboxylate